COC(=O)C=1OC2=C(C1OCC(C)=O)C=C(C=C2)Cl 5-Chloro-3-(2-oxopropoxy)benzofuran-2-carboxylic acid methyl ester